(S)-1'-(8-((2-amino-3-chloropyridin-4-yl)thio)imidazo[1,2-c]pyrimidin-5-yl)-5,7-dihydrospiro[cyclopenta[b]pyridin-6,4'-piperidin]-5-amine NC1=NC=CC(=C1Cl)SC=1C=2N(C(=NC1)N1CCC3(CC1)[C@@H](C=1C(=NC=CC1)C3)N)C=CN2